C(C1=CC=CC=C1)OC(C1=CC=CC=C1)=O Benzyl-benzoat